2-methyl-3-nitro-butanamide CC(C(=O)N)C(C)[N+](=O)[O-]